FC=1C=C(C=CC1)C1N(CC2=CC=C(C=C2C1)OCC=1OC=C(N1)N1CCSCC1)C(CC(C)C)=O 1-(3-(3-fluorophenyl)-6-((4-(thiomorpholin-4-yl)oxazol-2-yl)methoxy)-3,4-dihydroisoquinolin-2(1H)-yl)-3-methylbutan-1-one